C(CCC)N(C1=NC(=NC(=N1)N(CCCC)C1CC(NC(C1)(C)C)(C)C)Cl)C1CC(NC(C1)(C)C)(C)C 4,6-bis(N-butyl-2,2,6,6-tetramethyl-4-piperidylamino)-2-chloro-1,3,5-triazine